[Si](C)(C)(C(C)(C)C)OC1CN(C1)C1=C(C(=NC=N1)N)Cl 6-(3-((tert-butyldimethylsilyl)oxy)azetidin-1-yl)-5-chloropyrimidin-4-amine